O=C1N(CC2=CC=CC=C12)C[C@H]1N(CCC2=CC=CC(=C12)O[C@@H]1CN(CC1)C(=O)C1=CN=CS1)C(=O)[C@H]1[C@H](CCCC1)C(=O)O (1S,2r)-2-((S)-1-((1-oxoisoindolin-2-yl)methyl)-8-(((S)-1-(thiazole-5-carbonyl)pyrrolidin-3-yl)oxy)-1,2,3,4-tetrahydroisoquinoline-2-carbonyl)cyclohexane-1-carboxylic acid